7-bromo-5,8-difluoro-6-iodo-1,2,3,4-tetrahydroquinazoline-2,4-dione BrC1=C(C(=C2C(NC(NC2=C1F)=O)=O)F)I